N-(3-((2-((5-methyl-2-(4-methylpiperazin-1-yl)thiazol-4-yl)amino)-5-(trifluoromethyl)pyrimidin-4-yl)amino)propyl)cyclobutanecarboxamide CC1=C(N=C(S1)N1CCN(CC1)C)NC1=NC=C(C(=N1)NCCCNC(=O)C1CCC1)C(F)(F)F